ClC1=C(OC2=CC=3N(C=N2)C=NN3)C=CC(=C1)[N+](=O)[O-] 7-(2-chloro-4-nitro-phenoxy)-[1,2,4]triazolo[4,3-c]pyrimidine